C(=N)N[C@@H](CC(=O)[O-])C(=O)[O-] N-Formimino-L-aspartate